4-(4-(1-(4-cyanobenzyl)azetidine-3-carbonyl)-3,4-dihydro-2H-pyrido[4,3-b][1,4]oxazin-8-yl)benzonitrile C(#N)C1=CC=C(CN2CC(C2)C(=O)N2C3=C(OCC2)C(=CN=C3)C3=CC=C(C#N)C=C3)C=C1